C(CC)OC1=C(C=C(C=C1)S(=O)(=O)Cl)C=1NC(C2=C(N1)C(=NN2C)CCC)=O 4-propoxy-3-(1-methyl-7-oxo-3-propyl-6,7-dihydro-1H-pyrazolo[4,3-d]pyrimidin-5-yl)benzene-1-sulfonyl chloride